3-[2-(6,7-difluoro-1-methyl-1,3-benzodiazol-5-yl)ethynyl]-5-(methylamino)-1-[(3S)-1-(prop-2-enoyl)pyrrolidin-3-yl]pyrazole-4-carboxamide FC=1C(=CC2=C(N(C=N2)C)C1F)C#CC1=NN(C(=C1C(=O)N)NC)[C@@H]1CN(CC1)C(C=C)=O